[Si](C1=CC=CC=C1)(C1=CC=CC=C1)(C(C)(C)C)O[C@H]1[C@H](COC1)N1CCC(CC1)C1=C(C=C2C=NC(=NC2=C1)NC=1C=NN(C1Cl)C1CC1)C |o1:18,19| (3S,4S) or (3R,4R)-7-(1-(4-((tert-butyldiphenylsilyl)oxy)tetrahydrofuran-3-yl)piperidin-4-yl)-N-(5-chloro-1-cyclopropyl-1H-pyrazol-4-yl)-6-methylquinazolin-2-amine